CC1=CC(=C(C(=C1)C)[N+]#[C-])C=CC1=CC=CC=C1 4,6-dimethyl-2-styrylisocyanobenzene